CC(C=O)C 2-methyl-propane-1-one